tert-Butyl (1-(5-oxo-4-(m-tolylamino)-6,7-dihydro-5H-pyrrolo[3,4-d]pyrimidin-2-yl)piperidin-2-yl)methylcarbamate O=C1NCC=2N=C(N=C(C21)NC=2C=C(C=CC2)C)N2C(CCCC2)CNC(OC(C)(C)C)=O